ClC1=CC(=CC(=C1)N=C=O)Cl 1,3-dichloro-5-isocyanatobenzene